pentabutoxytantalum(V) C(CCC)O[Ta](OCCCC)(OCCCC)(OCCCC)OCCCC